FC(C=1NC(=C(N1)C#N)C#N)(F)F.[Li] lithium 2-(trifluoromethyl)-1H-imidazole-4,5-dinitrile